isobutyl 3-benzyl-4-(benzyl(ethoxycarbonyl)amino)butanoate C(C1=CC=CC=C1)C(CC(=O)OCC(C)C)CN(C(=O)OCC)CC1=CC=CC=C1